CC1=C(C=C(N)C=C1)N1N=CC(=C1)C 4-methyl-3-(4-methyl-1H-pyrazol-1-yl)aniline